tert-butyl 4-[[3-(methoxycarbonyl)-5-sulfamoylfuran-2-yl]methyl]piperazine-1-carboxylate COC(=O)C1=C(OC(=C1)S(N)(=O)=O)CN1CCN(CC1)C(=O)OC(C)(C)C